ClC1=C(C=C(C=C1)F)CC(=O)NC1=CC(=C(C=C1)OC1=CC(=CC=C1)Cl)S(N)(=O)=O 2-(2-chloro-5-fluorophenyl)-N-[4-(3-chlorophenoxy)-3-sulfamoylphenyl]acetamide